C(CCCCCCCCCCCCCCCCCCCCCCCCCCC)(=O)OCCCCCCCC\C=C/C[C@H](O)CCCCCC ricinoleyl montanate